FC(OC1=CC=CC=2C(N([C@H]3C=4N([C@@H](C21)C3)C3=C(N4)C=CC(=C3)C=3C(=NC(=CC3)P(=O)(C)C)C)C([2H])([2H])[2H])=O)F (7R,14R)-1-(difluoromethoxy)-11-(6-(dimethylphosphoryl)-2-methylpyridin-3-yl)-6-(methyl-d3)-6,7-dihydro-7,14-methanobenzo[f]benzo[4,5]imidazo[1,2-a][1,4]diazocin-5(14H)-one